CC(CCCCO)(C)C 5,5-dimethyl-1-hexanol